3-(4-chloro-5-fluorothieno[2,3-b]pyridin-2-yl)-2-methyl-piperidine-1-carboxylic acid tert-butyl ester C(C)(C)(C)OC(=O)N1C(C(CCC1)C1=CC=2C(=NC=C(C2Cl)F)S1)C